CC(CO)(CCCCC)O 2-methyl-1,2-heptanediol